C[Si](N1C(CCC1)CCC[Si](OC)(OC)C)(C)C N-trimethylsilyl-(pyrrolidin-2-yl)propyl-(methyl)dimethoxysilane